ClC1=C(C=CC=C1)N1C(SC=C1C=1C=C(C(=O)NCCCCC2=CC=CC=C2)C=CC1)=O 3-(3-(2-chlorophenyl)-4-thiazolinonyl)-N-(4-phenylbutyl)benzamide